ClC1=C(C=NN1C1CCS(CC1)(=NC)=O)NC1=NC=C(C(=N1)OC1CCC(CC1)(C)O)C(F)(F)F (1s,4s)-4-(5-chloro-4-((4-(((1s,4S)-4-hydroxy-4-methylcyclohexyl)oxy)-5-(trifluoromethyl)pyrimidin-2-yl)amino)-1H-pyrazol-1-yl)-1-(methylimino)hexahydro-1λ6-thiopyran 1-oxide